tert-butyl-4-methylphenol C(C)(C)(C)C1=C(C=CC(=C1)C)O